1-(1-methyl-2-propoxyethoxy)propan-2-ol CC(COCCC)OCC(C)O